carbon nitrogen water O.[N].[C]